tert-butyl (2R,5S)-4-benzyl-5-(((R)-3-(ethoxymethyl) morpholino) methyl)-2-methylpiperazine-1-carboxylate C(C1=CC=CC=C1)N1C[C@H](N(C[C@@H]1CN1[C@@H](COCC1)COCC)C(=O)OC(C)(C)C)C